C1=CC=C(C(=C1)C2=COC3=C(C2=O)C(=C(C=C3)OC[C@@H]([C@H]([C@@H]([C@@H](C(=O)O)O)O)O)O)O)OS(=O)(=O)O The molecule is a polycyclic compound comprising a 5-hydroxy-4H-chromen-4-one core with 3-sulfooxyphenyl and 6-gulonate substituents; which can act as a non-peptide antigen. It has a role as a carbohydrate allergen. It is a conjugate acid of a 6-O-{5-hydroxy-4-oxo-3-[2-(sulfooxy)phenyl]-4H-chromen-6-yl}-L-gulonate.